N=1C=NN2C1C=C(C=C2)OC2=CC(=C(C=C2C)NC2=NC=NC1=CC(=C(C=C21)NC(CP(OCC)(OCC)=O)=O)OC)OC Diethyl (2-((4-((4-([1,2,4]triazolo[1,5-a]pyridin-7-yloxy)-2-methoxy-5-methylphenyl)amino)-7-methoxyquinazolin-6-yl)amino)-2-oxoethyl)phosphonate